ClC1=C(C(=O)N2CC(C=CC2)C)C=CC(=C1)F 1-(2-chloro-4-fluorobenzoyl)-3-methyl-1,2,3,6-tetrahydropyridin